2-{[(4-bromophenyl)(phenyl)methyl](methyl)amino}-5-methoxy-1-methyl-6-oxo-1,6-dihydropyrimidine-4-carboxylic acid BrC1=CC=C(C=C1)C(C1=CC=CC=C1)N(C=1N(C(C(=C(N1)C(=O)O)OC)=O)C)C